C(C1=CC=CC=C1)NC1=C2N=CN(C2=NC(=N1)C1=CC=C(C=C1)CC)[C@H]1[C@@H]([C@@H]([C@H](O1)C(=O)NC)O)O (2s,3s,4r,5r)-5-(6-(benzylamino)-2-(4-ethylphenyl)-9H-purin-9-yl)-3,4-dihydroxy-N-methyltetrahydrofuran-2-carboxamide